1-(3-chloro-5'-fluoro-2'-hydroxy-3'-(2-(3-hydroxy-3-methylpyrrolidin-1-yl)pyridin-4-yl)-[1,1'-biphenyl]-4-yl)-3-methyl-1H-imidazol-2(3H)-one ClC=1C=C(C=CC1N1C(N(C=C1)C)=O)C1=C(C(=CC(=C1)F)C1=CC(=NC=C1)N1CC(CC1)(C)O)O